C(C)(C)(C)OC(=O)NC[B-](F)(F)F.[K+] potassium ((tert-butoxycarbonyl)amino)methyl-trifluoroborate